(2S,4R)-1-(2-(3-acetyl-5-(2-(undec-10-enylamino)pyrimidin-5-yl)-1H-indazol-1-yl)acetyl)-N-(3-chloro-2-fluoro-5-vinylbenzyl)-4-fluoropyrrolidine-2-carboxamide C(C)(=O)C1=NN(C2=CC=C(C=C12)C=1C=NC(=NC1)NCCCCCCCCCC=C)CC(=O)N1[C@@H](C[C@H](C1)F)C(=O)NCC1=C(C(=CC(=C1)C=C)Cl)F